3-acetyl-5-chloropyridin-2(1H)-one C(C)(=O)C=1C(NC=C(C1)Cl)=O